3-(chloromethyl)-2-(difluoromethoxy)-5-(3-(difluoromethoxy)-4-fluorophenyl)pyridine hydrochloride Cl.ClCC=1C(=NC=C(C1)C1=CC(=C(C=C1)F)OC(F)F)OC(F)F